SC(CCOCCN1C(N(C(N(C1=O)CCOCCC(C)S)=O)CCOCCC(C)S)=O)C 1,3,5-tri(3-sulfhydryl-butoxyethyl)-1,3,5-triazine-2,4,6-trione